methyl-N-(tert-butoxycarbonyl)-L-cysteine CN([C@@H](CS)C(=O)O)C(=O)OC(C)(C)C